C(CCC)O[Sn] butoxytin